O=C1NC(CCC1N1C(C2=CC=CC(=C2C1=O)N)=O)=O (2-(2,6-dioxopiperidin-3-yl)-1,3-dioxoisoindolin-4-yl)ammonia